N-(2,4-dioxo-1,4-dihydro-2H-benzo[d][1,3]oxazin-8-yl)butyramide methyl-6-[3-[1-(2-acetamidoethyl)triazol-4-yl]phenoxy]pyridine-3-carboxylate COC(=O)C=1C=NC(=CC1)OC1=CC(=CC=C1)C=1N=NN(C1)CCNC(C)=O.O=C1OC(C2=C(N1)C(=CC=C2)NC(CCC)=O)=O